2-({4-[3-(1-acetyl-1,2,3,6-tetrahydropyridin-4-yl)-1H-indazol-5-yl]-7-amino-1-oxo-2,3-dihydro-1H-isoindol-2-yl}methyl)prop-2-enamide C(C)(=O)N1CCC(=CC1)C1=NNC2=CC=C(C=C12)C1=C2CN(C(C2=C(C=C1)N)=O)CC(C(=O)N)=C